NCCC=1C=CC(=NC1)C1=C(C=C(C#N)C=C1)SC1=CN=NC(=C1)N1CCOCC1 4-[5-(2-aminoethyl)pyridin-2-yl]-3-(6-morpholin-4-ylpyridazin-4-yl)sulfanylbenzonitrile